(7R)-3-[(3-chloro-2-methoxyphenyl)amino]-7-{[(2R,5S)-5-[(dimethylamino)methyl]-1,4-dioxan-2-yl]methyl}-2-(3-fluoropyridin-4-yl)-1H,5H,6H,7H-pyrrolo[3,2-c]pyridin-4-one ClC=1C(=C(C=CC1)NC1=C(NC2=C1C(NC[C@H]2C[C@H]2OC[C@@H](OC2)CN(C)C)=O)C2=C(C=NC=C2)F)OC